5-(1-(guanidinoimino)ethyl)-thiazole N(C(=N)N)N=C(C)C1=CN=CS1